BrCC=1C=C(C(=O)OC)C=CC1OC methyl 3-(bromomethyl)-4-methoxy-benzoate